CC(CC(C)C)S(=O)(=O)O 1,3-dimethylbutylsulfonic acid